FC(S(=O)(=O)OC1CC(C1)CO)(F)F 3-(hydroxymethyl)cyclobutyl trifluoromethanesulfonate